B(OC)(OC)OC1=C(C=CC=C1OC=1C=CC=2C(C3=CC(=CC=C3C2C1)N(C1=CC=CC=C1)C1=CC=CC=C1)(C)C)N(C1=CC=C(C=C1)C1=CC=CC=C1)C1=CC=C(C=C1)C1=CC=CC=C1 Dimethyl (2-(bis([1,1'-biphenyl]-4-yl) amino)-6-((7-(diphenylamino)-9,9-dimethyl-9H-fluoren-3-yl) oxy) phenyl) borate